C1=CC=C(C=2OC3=C(C21)C=CC=C3)C=3C=C(C=CC3)B(O)O 3-(4-dibenzofuranyl)phenylboronic acid